CC1=CC=CC(=N1)C=1C=NC(=CC1)C(C(=O)N)C (6-methyl-[2,3'-bipyridin]-6'-yl)propanamide